N(=C=O)C1CCOCC1 4-isocyanatotetra-hydro-2h-pyran